FC1=C(C(=CC(=C1)N1CCN(CC1)CCC(C)C)OCC1=CC=C(C=C1)OC)N1CC(NS1(=O)=O)=O 5-[2-fluoro-4-(4-isopentylpiperazin-1-yl)-6-[(4-methoxyphenyl)methoxy]phenyl]-1,1-dioxo-1,2,5-thiadiazolidin-3-one